FC(C1=NC=CC(=N1)CC(C#C[Si](C(C)C)(C(C)C)C(C)C)O)(F)F (2-trifluoromethyl-pyrimidin-4-yl)-4-triisopropylsilyl-but-3-yn-2-ol